2-Hydroxy-5-((2-(3-(2-propylpentanamido)phenyl)pyrimidin-5-yl)methoxy)benzoic acid OC1=C(C(=O)O)C=C(C=C1)OCC=1C=NC(=NC1)C1=CC(=CC=C1)NC(C(CCC)CCC)=O